C(C)OC(=O)C=1C(=NC(=NC1CC)Cl)NC1CCC2(COC2)CC1 Ethyl-4-((2-oxaspiro[3.5]non-7-yl)amino)-2-chloropyrimidine-5-carboxylic acid ethyl ester